2-(1-((3-chlorophenyl)amino)cyclopropane-1-carbonyl)-N-(1-cyano-2-(2-oxopiperidin-3-yl)ethyl)-5,5-difluoro-2-azabicyclo[2.2.2]octane-3-carboxamide ClC=1C=C(C=CC1)NC1(CC1)C(=O)N1C2CC(C(C1C(=O)NC(CC1C(NCCC1)=O)C#N)CC2)(F)F